3-(1,4-Dimethyl-1H-benzo[d][1,2,3]triazol-5-yl)-2,2-dimethyl-3-(4-methyl-3-((2-(piperidin-1-ylmethyl)-1H-imidazol-1-yl)methyl)phenyl)propanoate CN1N=NC2=C1C=CC(=C2C)C(C(C(=O)[O-])(C)C)C2=CC(=C(C=C2)C)CN2C(=NC=C2)CN2CCCCC2